FC(OC=1C=C(C=CC1)NC(=O)C1=CSC=2CN(CCC21)CC=2C=NC=NC2)F N-(3-(Difluoromethoxy)Phenyl)-6-(Pyrimidin-5-Ylmethyl)-4,5,6,7-Tetrahydrothieno[2,3-c]Pyridin-3-Carboxamid